1-(4,6-bis(trifluoromethyl)pyridin-2-yl)-N-(4-fluorophenyl)-N-methyl-pyrrolidine-2-carboxamide FC(C1=CC(=NC(=C1)C(F)(F)F)N1C(CCC1)C(=O)N(C)C1=CC=C(C=C1)F)(F)F